CC1=NC(=CC(=C1)CC1CN(CC1)CC1=C(N=C(S1)NC(C)=N)F)C N-(5-((3-((2,6-dimethylpyridin-4-yl)methyl)pyrrolidin-1-yl)methyl)-4-fluorothiazol-2-yl)acetamide imid